COC1=CC=C(C=C1)N1N=C(C(CC1=O)([2H])C)C(=O)O 1-(4-methoxyphenyl)-4-methyl-6-oxo-1,6-dihydropyridazine-3-carboxylic acid-4-d